N1,N2-diMethylethane-1,2-diamine CNCCNC